O\C(=C(/C(=O)OC)\C1=C(C=C(C(=O)OC)C=C1)[N+](=O)[O-])\C (Z)-Methyl 4-(3-hydroxy-1-methoxy-1-oxobut-2-en-2-yl)-3-nitrobenzoate